ClC=1C=C2C(CCC3(CCC(C(C1)=C32)(C)C)CO)(C)C (8-chloro-1,1,6,6-tetramethyl-2,3,4,5-tetrahydrophenalen-3a-yl)methanol